5-(Azidosulfonyl)endo-cis-bicyclo[2.2.1]heptan N(=[N+]=[N-])S(=O)(=O)C1C2CCC(C1)C2